BrC1=CC=C(C=C1)C=1C=NN(C1)C1CN(C1)CC(=O)N1CCN(CC1)C(=O)OC(C)(C)C tert-butyl 4-[2-[3-[4-(4-bromophenyl)pyrazol-1-yl]azetidin-1-yl]acetyl]piperazine-1-carboxylate